O=C1NC(CCC1C=1C=C(C(=NC1)F)CN1CCC(CC1)C=1SC2=C(N1)C=C(C(=C2)NC(C2=CN=C(C=C2)C(F)(F)F)=O)C(C)(C)O)=O N-(2-(1-((5-(2,6-dioxopiperidin-3-yl)-2-fluoropyridin-3-yl)methyl)piperidin-4-yl)-5-(2-hydroxypropane-2-yl)benzo[d]thiazol-6-yl)-6-(trifluoromethyl)nicotinamide